(5-Chloro-1-methyl-3-(5-methylisoxazol-3-yl)-1H-pyrazol-4-yl)(9-(4-fluorobenzyl)-3,9-diazaspiro[5.5]undecan-3-yl)methanone ClC1=C(C(=NN1C)C1=NOC(=C1)C)C(=O)N1CCC2(CC1)CCN(CC2)CC2=CC=C(C=C2)F